1-(2-methylpropyl)-1,2,3,4-tetrahydroquinazoline-2,4-dione CC(CN1C(NC(C2=CC=CC=C12)=O)=O)C